N-(2-((S)-4-amino-3,3-difluoropiperidin-1-yl)pyrimidin-4-yl)-5-isopropyl-8-((2R,3S)-2-methyl-3-((methylsulfonyl)methyl)azetidin-1-yl)isoquinolin-3-amine N[C@@H]1C(CN(CC1)C1=NC=CC(=N1)NC=1N=CC2=C(C=CC(=C2C1)C(C)C)N1[C@@H]([C@H](C1)CS(=O)(=O)C)C)(F)F